3-(2-chloro-4-fluoro-5-(3-methyl-2,6-dioxo-4-trifluoromethyl-3,6-dihydropyrimidine-1(2H)-yl)phenyl)-5-methyl-4,5-dihydroisoxazole-5-carboxylic acid ethyl ester C(C)OC(=O)C1(CC(=NO1)C1=C(C=C(C(=C1)N1C(N(C(=CC1=O)C(F)(F)F)C)=O)F)Cl)C